methyl (2-Amino-4-bromo-3-fluorophenyl)alaninate NC1=C(C=CC(=C1F)Br)N[C@@H](C)C(=O)OC